octahydro-5H-inden-5-one C1CCC2CC(CCC12)=O